[Cl-].[Cl-].C1(=CC=CC=C1)P(C1=CC=CC=C1)C1=CC=CC=C1.C1(=CC=CC=C1)P(C1=CC=CC=C1)C1=CC=CC=C1.[Pd+2] palladium bistriphenylphosphine dichloride